fluorooctyl thiol FCCCCCCCCS